L-2-chloromethyl-furan ClCC=1OC=CC1